7-(2-((2-Ethylphenyl)amino)-5-methylpyrimidin-4-yl)-2-(5-fluoro-2-(hydroxymethyl)benzyl)-3,4-dihydropyrrolo[1,2-a]pyrazine-1(2H)-one C(C)C1=C(C=CC=C1)NC1=NC=C(C(=N1)C=1C=C2N(CCN(C2=O)CC2=C(C=CC(=C2)F)CO)C1)C